NC=1SC2=C(C1C#N)C(=CC=C2F)C2=C1C(=C3C=CC(=NC3=C2Cl)OCC2CC(C2)O)COC1 2-Amino-4-[5-chloro-7-[(3-hydroxycyclobutyl)methoxy]-1,3-dihydrofuro[3,4-f]quinolin-4-yl]-7-fluoro-benzothiophene-3-carbonitrile